8-((4-(((S)-2-hydroxy-1-phenylethyl)amino)-5-(1,3,4-oxadiazol-2-yl)pyrimidin-2-yl)amino)-1a,2,3,9b,10,10a-hexahydrocyclopropa[4,5]azepino[2,1-a]isoindol-5(1H)-one OC[C@H](C1=CC=CC=C1)NC1=NC(=NC=C1C=1OC=NN1)NC1=CC=C2C(N3C(C2=C1)CC1C(CC3)C1)=O